ClC1=C2C=C(NC2=CC=C1Cl)C(=O)N1C[C@@H](N(CC1)C(C)=O)C (S)-1-(4-(4,5-dichloro-1H-indole-2-carbonyl)-2-methylpiperazin-1-yl)ethan-1-one